[(1R,2S)-2-fluorocyclopropyl]-[(5R,7R)-7-fluoro-5-phenyl-6,7-dihydro-5H-pyrrolo[1,2-b][1,2,4]triazol-2-yl]methanone F[C@@H]1[C@H](C1)C(=O)C=1N=C2N(N1)[C@H](C[C@H]2F)C2=CC=CC=C2